CCCCCCCCCCCCCCCCCCCCCCCCCC1=C(C=CC=C1O)O Pentacosylresorcinol